C1(CCCC1)OC=1C=CC(=NC1)NCC1=C(C=C(C=C1)OC)OC 5-(cyclopentyloxy)-N-(2,4-dimethoxybenzyl)pyridin-2-amine